COC=1C=C2CCN3C(C2=CC1C1=NN(C=C1)C)=C(C=C3C(=O)OCC)C=3SC=CC3 ethyl 8-methoxy-9-(1-methylpyrazol-3-yl)-1-(2-thienyl)-5,6-dihydropyrrolo[2,1-a]isoquinoline-3-carboxylate